4-((8-methyl-2,3-dihydro-1H-pyrido[2,3-b][1,4]oxazin-7-yl)amino)-N-(4-(4-(4-methylpiperazin-1-yl)piperidin-1-yl)phenyl)-2-oxo-1,2-dihydropyridine-3-carboxamide CC1=C(C=NC=2OCCNC21)NC2=C(C(NC=C2)=O)C(=O)NC2=CC=C(C=C2)N2CCC(CC2)N2CCN(CC2)C